ethyl methyl(4-(5-(trifluoromethyl)-1,2,4-oxadiazol-3-yl)benzyl)phosphinate CP(OCC)(=O)CC1=CC=C(C=C1)C1=NOC(=N1)C(F)(F)F